5-chloro-2-[(2S)-2-(methoxymethyl)pyrrolidine-1-carbonyl]-7,8-dihydro-6H-spiro[[1,3]oxazolo[5,4-f]quinazoline-9,1'-cyclohexane]-7-one ClC=1C=C2C(=C3C1NC(NC31CCCCC1)=O)OC(=N2)C(=O)N2[C@@H](CCC2)COC